COC1=NC=CC=C1C=1C=C2C(=CN(C=C2)CN2N=NC3=C2C=CC=C3)N1 1-[[2-(2-methoxy-3-pyridinyl)pyrrolo[2,3-c]pyridin-6-yl]methyl]benzotriazole